S(=O)(=O)(ONC(CCCCCCCCCCCCCCCCC)=O)OC stearamido methyl sulfate